Methyl 3-(4-Bromophenyl)-8-Methyl-8-Azabicyclo[3.2.1]Octane-2-Carboxylate BrC1=CC=C(C=C1)C1C(C2CCC(C1)N2C)C(=O)OC